2-amino-6-hydroxy-2-(4-(trifluoromethyl)phenyl)cyclohexan-1-one mesylate S(C)(=O)(=O)O.NC1(C(C(CCC1)O)=O)C1=CC=C(C=C1)C(F)(F)F